tert-butyl 2-[(3,3-dimethyl-1,3-dihydro-2-benzofuran-5-yl)amino]-5H,6H,7H,8H-pyrido[3,4-d]pyrimidine-7-carboxylate CC1(OCC2=C1C=C(C=C2)NC=2N=CC1=C(N2)CN(CC1)C(=O)OC(C)(C)C)C